COC=1C=CC(=NC1)C(=O)NC1=CC=C(C=C1)N1CCN(CC1)C=1C=NC=CC1 5-Methoxy-N-(4-(4-(pyridin-3-yl)piperazin-1-yl)phenyl)picolinamid